1-(tert-butyl) 2-methyl (2S,4S)-4-((3-nitropyridin-4-yl)oxy)pyrrolidine-1,2-dicarboxylate [N+](=O)([O-])C=1C=NC=CC1O[C@H]1C[C@H](N(C1)C(=O)OC(C)(C)C)C(=O)OC